tellurium selenium tungsten sulfide molybdenum [Mo].[W]=S.[Se].[Te]